4-(2-methoxy-5-((5-fluoro-1H-indol-3-yl)thio)phenyl)piperazine COC1=C(C=C(C=C1)SC1=CNC2=CC=C(C=C12)F)N1CCNCC1